4-(2-(6-acetyl-1-oxoisoindolin-2-yl)-6-cyclopropylpyridin-4-yl)-3-(4-methyl-4H-1,2,4-triazol-3-yl)benzonitrile C(C)(=O)C1=CC=C2CN(C(C2=C1)=O)C1=NC(=CC(=C1)C1=C(C=C(C#N)C=C1)C1=NN=CN1C)C1CC1